ClC1=C(C=CC=C1B1OC(C(O1)(C)C)(C)C)NC(=O)C1=NN2C(C(CCC2)NCC(=O)OC)=C1 methyl 2-[[2-[[2-chloro-3-(4,4,5,5-tetramethyl-1,3,2-dioxaborolan-2-yl)phenyl]carbamoyl]-4,5,6,7-tetrahydropyrazolo[1,5-a]pyridin-4-yl]amino]acetate